(S)-7-((3-amino-5,6-dimethyl-2-oxopyrazin-1(2H)-yl)methyl)-4-(cyclopropylethynyl)-4-(trifluoromethyl)-3,4-dihydroquinazolin-2(1H)-one NC=1C(N(C(=C(N1)C)C)CC1=CC=C2[C@](NC(NC2=C1)=O)(C(F)(F)F)C#CC1CC1)=O